3-Chloro-4-(6-(2,5-difluorophenyl)-6-(1-methyl-2-oxo-1,2-dihydropyridin-3-yl)hexa-1,3-diyn-1-yl)-1H-pyrrole ClC1=CNC=C1C#CC#CCC(C=1C(N(C=CC1)C)=O)C1=C(C=CC(=C1)F)F